[Li+].C(C)(=O)[O-].[Mn+2].C(C)(=O)[O-].C(C)(=O)[O-] manganese acetate, lithium salt